N-(p-toluenesulfonylaminocarbonyl)phenylalanine methyl ester COC([C@@H](NC(=O)NS(=O)(=O)C1=CC=C(C)C=C1)CC1=CC=CC=C1)=O